N-(1-cyano-1-methyl-ethyl)-4-[[2-[2-fluoro-5-hydroxy-4-(1-methylcyclobutyl)phenyl]acetyl]amino]pyridine-2-carboxamide C(#N)C(C)(C)NC(=O)C1=NC=CC(=C1)NC(CC1=C(C=C(C(=C1)O)C1(CCC1)C)F)=O